C(C)(C)(C)OC(C1=CN=CC(=C1)[C@](C1=CC=C(C=C1)C(C)C)(O)C1(CN(C1)C(=O)OC(C)(C)C)C)=O 5-[(R)-(1-tert-Butoxycarbonyl-3-methyl-azetidin-3-yl)-hydroxy-(4-isopropyl-phenyl)-methyl]-nicotinic acid tert-butyl ester